OC=1C=C(C=NN)C=CC1 m-hydroxybenzaldehyde hydrazone